ClC=1C=CC(=C(C1)C=1C(=NN(C(C1)=O)[C@H](C(=O)NC1=CC=C(C(=O)O)C=C1)CC1=CC=CC=C1)OC)C(CO)=O (S)-4-(2-(4-(5-chloro-2-(2-hydroxyacetyl)phenyl)-3-methoxy-6-oxopyridazin-1(6H)-yl)-3-phenylpropionamido)benzoic acid